(R)-(3-(5-oxo-4,5-dihydropyrazin-2-yl)piperidin-1-yl)propanamide O=C1NC=C(N=C1)C1CN(CCC1)[C@@H](C(=O)N)C